O1C(=NC2=C1C=CC=C2)C2=CC=C(C=C2)N2NC(=CC2C2=C(C=CC(=C2)C(C)(C)C)C(C)(C)C)C=CC2=C(C=CC(=C2)C(C)(C)C)C(C)(C)C 1-(4-(benzooxazol-2-yl)phenyl)-3-(2,5-di-tert-butyl-styryl)-5-(2,5-di-tert-butyl-phenyl)-pyrazoline